CC(C(=O)O)C.C(C(C)C)(=O)OCCCCCC hexyl isobutyrate (2-methylpropionate)